FC(C=1C=C(C=CC1)NC12CC(C1)(C2)C(=O)OC)(F)F methyl 3-{[3-(trifluoromethyl)phenyl]amino}bicyclo[1.1.1]pentane-1-carboxylate